OCC(C)NC(C1=CN=CC=C1N1C2=C(OCC1)C=NC(=C2)C2=NC(=CC=C2)C)=O N-(1-hydroxypropan-2-yl)-4-(7-(6-methylpyridin-2-yl)-2,3-dihydro-1H-pyrido[3,4-b][1,4]oxazin-1-yl)nicotinamide